tert-butyl methyl(2-(5-nitro-2-oxoindolin-1-yl)ethyl)carbamate CN(C(OC(C)(C)C)=O)CCN1C(CC2=CC(=CC=C12)[N+](=O)[O-])=O